(S)-3-((4-((4-methoxy-2,3,6-trimethylphenyl)sulfonamido)naphthalen-1-yl)(prop-2-yn-1-yl)amino)butanoic acid COC1=C(C(=C(C(=C1)C)S(=O)(=O)NC1=CC=C(C2=CC=CC=C12)N([C@H](CC(=O)O)C)CC#C)C)C